taurate sodium salt [Na+].NCCS(=O)(=O)[O-]